(S)-6-Chloro-3-((1-(4-chlorobenzoyl)-4-hydroxypiperidin-4-yl)methyl)-7-(4-(morpholin-3-yl)phenyl)-3,7-dihydro-4H-pyrrolo[2,3-d]pyrimidin-4-one ClC1=CC2=C(N=CN(C2=O)CC2(CCN(CC2)C(C2=CC=C(C=C2)Cl)=O)O)N1C1=CC=C(C=C1)[C@@H]1NCCOC1